C(C1=CC=CC=C1)N1NC=CN(C1)CC1=CC=CC=C1 2,4-dibenzyl-1,2,4-triazine